2-((2,2'-dichloro-3'-(5,6-dihydro-4H-pyrrolo[3,4-d]oxazol-2-yl)-[1,1'-biphenyl]-3-yl)carbamoyl)-1-methyl-1,4,6,7-tetrahydro-5H-imidazo[4,5-c]pyridine-5-carboxylic acid tert-butyl ester C(C)(C)(C)OC(=O)N1CC2=C(CC1)N(C(=N2)C(NC=2C(=C(C=CC2)C2=C(C(=CC=C2)C=2OC1=C(N2)CNC1)Cl)Cl)=O)C